methyl 2-(4-(bromomethyl)phenyl)acetate BrCC1=CC=C(C=C1)CC(=O)OC